C(C)C(CCCN)(N)CC Diethyl-butane-1,4-diamine